tert-butyl 3-(2-formylphenyl)propionate C(=O)C1=C(C=CC=C1)CCC(=O)OC(C)(C)C